C1(CC1)S(=O)(=O)NC1=NC=CC(=N1)C1(CCCC1)C(=O)OC methyl 1-(2-(cyclopropanesulfonamido)pyrimidin-4-yl)cyclopentanecarboxylate